1-(2-(methylsulfonyl)pyrimidin-5-yl)triazole-4-carboxamide CS(=O)(=O)C1=NC=C(C=N1)N1N=NC(=C1)C(=O)N